5-(3-(1,3-dioxolane-2-yl)pyrrolidine-1-yl)pyridine-2-amine O1C(OCC1)C1CN(CC1)C=1C=CC(=NC1)N